C(CCCCCCC)NC(=O)N Octyl-urea